CC(=CCNC(O[C@H]1[C@H](NC[C@@H]1O)CC1=CC=C(C=C1)OC)=O)C (2R,3S,4S)-4-hydroxy-2-[(4-methoxyphenyl)methyl]pyrrolidin-3-yl N-(3-methylbut-2-en-1-yl)carbamate